NC1=NC=CC=C1C1=CC(=NO1)CC=1C=CC(=NC1)NCC1=C(C=CC=C1)F 5-((5-(2-aminopyridin-3-yl)isoxazol-3-yl)methyl)-N-(2-fluorobenzyl)pyridin-2-amine